C1(=CC=CC=C1)[Si](C=1C=C(C=CC1)S)(C1=CC=CC=C1)C1=CC=CC=C1 3-(triphenylsilyl)benzenethiol